tert-butyl (S)-7-(2-((4-cyanophenyl)(3-fluoro-4-methoxybenzyl)amino)-1-hydroxyethyl)-6,8-dioxa-2-azaspiro[3.5]nonane-2-carboxylate C(#N)C1=CC=C(C=C1)N(C[C@H](O)C1OCC2(CN(C2)C(=O)OC(C)(C)C)CO1)CC1=CC(=C(C=C1)OC)F